The molecule is a benzoxadiazole that is 2,1,3-benzoxadiazole which is substituted at positions 4 and 7 by (5-carboxypentyl)amino and nitro groups, respectively. It has a role as a fluorochrome. It is a benzoxadiazole, a C-nitro compound, a secondary amino compound and an epsilon-amino acid. C1=C(C2=NON=C2C(=C1)[N+](=O)[O-])NCCCCCC(=O)O